methyl (E)-3-(4'-cyclopropyl-4-((4-(1-isopropyl-4-(trifluoromethyl)-1H-imidazol-2-yl)benzyl)amino)-6'-methoxy-[2,5'-bipyrimidin]-5-yl)acrylate C1(CC1)C1=NC=NC(=C1C1=NC=C(C(=N1)NCC1=CC=C(C=C1)C=1N(C=C(N1)C(F)(F)F)C(C)C)/C=C/C(=O)OC)OC